COC1=C(C=NN1)C(=O)NC 5-methoxy-N-methyl-1H-pyrazole-4-carboxamide